Cl.C(C)(C)(C)N1N=C(C=2C1=NC=NC2N)C2=NOC(=C2C2=NC=C(C=N2)C2CCNCC2)C2CC2 1-tert-butyl-3-[5-cyclopropyl-4-[5-(4-piperidyl)pyrimidin-2-yl]isoxazol-3-yl]pyrazolo[3,4-d]pyrimidin-4-amine hydrochloride